S1C(=CC=C1)COC(NCC1=CC(=CC=C1)OC)=O (thiophen-2-ylmethyl)(3-methyloxybenzyl)carbamate